C[C@@H]1O[C@@H](CN(C1)C1=CC=CC(=N1)C1(CC(C1)C1=CC(=NC=C1)C#N)O)C 4-(3-(6-((2S,6R)-2,6-dimethylmorpholino)pyridin-2-yl)-3-hydroxycyclobutyl)pyridinecarbonitrile